C[Si]1(O[Si](O[Si](O1)(C)C)(C)C)C Hexamethylcyclotrisiloxan